C1(=CC=CC=C1)NC1=CC2=CC=CC=C2C=C1 N-Phenyl-2-naphthyl-amine